ClC1=C(C=CC=C1)C(=O)N1B(C2=C(C=N1)C=C(C=C2)C2=CC(=CC=C2)F)O (2-chlorophenyl)-[6-(3-fluorophenyl)-1-hydroxy-2,3,1-benzodiazaborinin-2-yl]methanone